1-(2-((4-chlorophenyl)ethynyl)phenyl)-3-phenylprop-2-yn-1-one ClC1=CC=C(C=C1)C#CC1=C(C=CC=C1)C(C#CC1=CC=CC=C1)=O